FC(C12CC(C1)(C2)C(=O)O)(F)F 3-(trifluoromethyl)bicyclo[1.1.1]pentane-1-carboxylic acid